6-[3-[[4-[2-(aminomethyl)-3,3-difluoro-allyl]-5-oxo-tetrazol-1-yl]methyl]phenyl]-8-methyl-3,4-dihydro-1H-quinolin-2-one NCC(CN1N=NN(C1=O)CC=1C=C(C=CC1)C=1C=C2CCC(NC2=C(C1)C)=O)=C(F)F